FC=1C(=CC(=NC1)N1N=C(C(=C1C)S(=O)(=O)N)C)OC1CN(C1)C(=O)N1N=CC[C@H]1C1=C(C(=CC(=C1)F)F)F (S)-1-(5-fluoro-4-((1-(5-(2,3,5-trifluorophenyl)-4,5-dihydro-1H-pyrazole-1-carbonyl)azetidin-3-yl)oxy)pyridin-2-yl)-3,5-dimethyl-1H-pyrazole-4-sulfonamide